2-[(2S,5S,8S,11S)-4,7,10-tris(carboxymethyl)-2,5,8,11-tetramethyl-1,4,7,10-tetrazacyclododec-1-yl]acetic acid C(=O)(O)CN1C[C@@H](N(C[C@@H](N(C[C@@H](N(C[C@@H]1C)CC(=O)O)C)CC(=O)O)C)CC(=O)O)C